N(=[N+]=[N-])[C@@H]1[C@@H](COCC1)C1=C(OC2=CN=C(C=C21)N)C2=C(C(=CC(=C2Cl)OC)OC)Cl ((3S,4S)-4-azidotetrahydro-2H-pyran-3-yl)-2-(2,6-dichloro-3,5-dimethoxyphenyl)furo[2,3-c]pyridin-5-amine